2-hydroxycarbonyl-3-hydroxycarbonylmethylbicyclo[2.2.1]Hept-5-ene OC(=O)C1C2C=CC(C1CC(=O)O)C2